COC(C1=CC(=CC(=C1)C=1SC(=CN1)C)Br)=O 3-bromo-5-(5-methyl-1,3-thiazol-2-yl)benzoic acid methyl ester